N-[3-(4-amino-5-{3-Fluoro-4-[(4-methylpyrimidin-2-yl)oxy]phenyl}-7,8-dihydro-6H-imidazo[2',3':5,1]pyrrolo[2,3-d]pyrimidin-6-yl)-2-fluorophenyl]-2-methylprop-2-enamide NC=1C2=C(N=CN1)N1C(=C2C2=CC(=C(C=C2)OC2=NC=CC(=N2)C)F)N(CC1)C=1C(=C(C=CC1)NC(C(=C)C)=O)F